OC1(CCN(CC1)CCNC)CNC(OC(C)(C)C)=O tert-butyl ((4-hydroxy-1-(2-(methylamino)ethyl)piperidin-4-yl)methyl)carbamate